N-((1R)-3-cyano-3-azabicyclo[3.2.0]heptan-1-yl)-5-(2-((4-fluorophenyl)amino)phenyl)-1H-pyrazole-3-carboxamide C(#N)N1C[C@]2(CCC2C1)NC(=O)C1=NNC(=C1)C1=C(C=CC=C1)NC1=CC=C(C=C1)F